COC1CCN(CC1)C1=CC=C(C=N1)C=1C=2N(C=C(C1)C=1C=NN(C1)C)N=CC2C#N 4-(6-(4-methoxypiperidin-1-yl)pyridin-3-yl)-6-(1-methyl-1H-pyrazol-4-yl)pyrazolo[1,5-a]pyridine-3-carbonitrile